trimethylhexane-1,6-diol CC(CCCCO)C(C)(C)O